[N+](=O)([O-])CC1=CC=C(C=C1)S(=O)(=O)C nitro-4-methylsulfonyl-toluene